3-({[(3R)-1-(tert-butoxycarbonyl)piperidin-3-yl]carbonyl}amino)-5-(2-chloro-5-cyanophenyl)-1H-indazole-1-carboxylic acid pentyl ester C(CCCC)OC(=O)N1N=C(C2=CC(=CC=C12)C1=C(C=CC(=C1)C#N)Cl)NC(=O)[C@H]1CN(CCC1)C(=O)OC(C)(C)C